Cl.N[C@@H]1CN(CCC1)C1=CC(=NC=C1C=1C=NN(C1)C1CCOCC1)NC1=NC(=C(C(=O)OC)C=C1)C1=C(C=CC=C1OC)F methyl 6-((4-((S)-3-aminopiperidin-1-yl)-5-(1-(tetrahydro-2H-pyran-4-yl)-1H-pyrazol-4-yl)pyridin-2-yl)amino)-2-(2-fluoro-6-methoxyphenyl)nicotinate hydrochloride